5,6-dichloro-2-(isopropylamino)-1-(β-L-ribofuranosyl)-1H-benzimidazole hydrochloride monohydrate O.Cl.ClC1=CC2=C(N(C(=N2)NC(C)C)[C@@H]2[C@@H](O)[C@@H](O)[C@@H](O2)CO)C=C1Cl